2-(8-fluoro-2-methyl-imidazo[1,2-a]pyridin-6-yl)-6-[(2R,4S)-2-methyl-4-piperidyl]pyrido[4,3-d]pyrimidin-5-one FC=1C=2N(C=C(C1)C=1N=CC3=C(N1)C=CN(C3=O)[C@@H]3C[C@H](NCC3)C)C=C(N2)C